CN1N=C(C=C1)C(=O)O methyl-1H-pyrazole-3-carboxylic acid